F[C@H]1[C@H]2CC(C[C@@H](C[C@@H]1N(C1=CC=C(N=N1)C1=C(C=C(C=C1)N1C=NC=C1)O)C)N2C)C 2-(6-(((1R,2S,3S,5S)-2-fluoro-7,9-dimethyl-9-azabicyclo[3.3.1]nonan-3-yl)(methyl)amino)pyridazin-3-yl)-5-(1H-imidazol-1-yl)phenol